5-(Difluoromethyl)-N-((R)-6-(trifluoromethyl)chroman-3-yl)-6,7-dihydro-5H-pyrazolo[5,1-B][1,3]oxazine-2-carboxamide FC(C1CCN2C(O1)=CC(=N2)C(=O)N[C@H]2COC1=CC=C(C=C1C2)C(F)(F)F)F